C(C)(C)(C)OC(N[C@H]1CNCC[C@@H]2N(C1=O)[C@@H](CC2)C(N(C2=CC=CC=C2)C)=O)=O ((5S,8S,10aR)-8-(methyl-(phenyl)carbamoyl)-6-oxo-decahydropyrrolo[1,2-a][1,5]diazocine-5-yl)carbamic acid tert-butyl ester